C(C)C1=NC2=CC=CC(=C2NC1=O)F 2-ethyl-5-fluoro-3-oxo-4H-quinoxalin